COC=1C(=C2C=CN(C2=C(C1)C)C(=O)OC(C)(C)C)CN1C(CN(CC1)CCC(F)(F)F)C=1C=NC(=CC1)C(=O)OC tert-Butyl 5-methoxy-4-((2-(6-(methoxycarbonyl)pyridin-3-yl)-4-(3,3,3-trifluoropropyl)piperazin-1-yl)methyl)-7-methyl-1H-indole-1-carboxylate